NC1CC(C1)C (1s,3s)-3-amino-1-methylcyclobutane